C1(CCCCC1)CCN1C=CC2=CC(=CC=C12)CC=1C=C(C(=CC1)[N+](=O)[O-])C1=CC=CC=C1 1-(2-cyclohexylethyl)-5-((6-nitro-[1,1'-biphenyl]-3-yl)methyl)-1H-indole